ClC1=C(C(=C(C(=C1C)/C=N/OC)O)C\C=C(\C=C\[C@@]1([C@H](/C(/CC[C@H]1C)=N/O)C)C)/C)OCF 4-chloro-3-(fluoromethoxy)-2-[(2E,4E)-5-[(1R,2R,3E,6R)-3-(hydroxyimino)-1,2,6-trimethylcyclohexyl]-3-methylpenta-2,4-dien-1-yl]-6-[(1E)-(methoxyimino)methyl]-5-methylphenol